ClC=1C(=NC(=NC1)NC1=CC2=C(B(OC2)O)C(=C1)C(F)(F)F)NC1CCCC1 5-((5-chloro-4-(cyclopentylamino)pyrimidin-2-yl)amino)-7-(trifluoromethyl)benzo[c][1,2]oxaborole-1(3H)-ol